O1CCC(=CC1)C1=CC=2N(N=C1)C(=CN2)C2=CC=C(C(=O)O)C=C2 4-(7-(3,6-dihydro-2H-pyran-4-yl)imidazo[1,2-b]pyridazin-3-yl)benzoic acid